FC12CCC(CC1)(CC2)NC(C(=O)N[C@H](C(=O)N[C@H](C(=O)O)C[C@H]2C(NCCC2)=O)CC(C)C)=O (S)-2-((S)-2-(2-((4-fluorobicyclo[2.2.2]octan-1-yl)amino)-2-oxoacetamido)-4-methylpentanamido)-3-((S)-2-oxopiperidin-3-yl)propanoic acid